FC1=C(C=C(C=C1)C1=CC(=CC=C1)OC(F)(F)F)[C@H](CC(=O)O)NC(=O)NC=1C(N(C=CC1O)C)=O (S)-3-(4-fluoro-3'-(trifluoromethoxy)biphenyl-3-yl)-3-(3-(4-hydroxy-1-methyl-2-oxo-1,2-dihydropyridin-3-yl)ureido)propionic acid